sodium sulfur dioxide S(=O)=O.[Na]